C1(=CC=CC=C1)C1C(C(NC1)=O)=CC1=CC=C2C(=NNC2=C1)\C=C\C1=CC=C(C=C1)C1(CC1)N1CCCCC1 4-phenyl-3-((3-((E)-4-(1-(piperidin-1-yl)cyclopropyl)styryl)-1H-indazol-6-yl)methylene)pyrrolidin-2-one